C(C)OC(=O)C=1OC2=C(C1C)C=C(C=C2)S(NCCC2=CSC=C2)(=O)=O 3-methyl-5-(N-(2-(thiophen-3-yl)ethyl)sulfamoyl)benzofuran-2-carboxylic acid ethyl ester